(2,3-dihydrobenzo[b][1,4]dioxin-6-yl)-4-(isoindolin-2-yl)butan-1-one O1C2=C(OCC1)C=C(C=C2)C(CCCN2CC1=CC=CC=C1C2)=O